C(C=C)(=O)N1C[C@H](C[C@@H]1COC)N1N=C(C(=C1NC)C(=O)N)C#CC1=C(C2=C(N(C=N2)CC)C=C1)F 1-((3S,5R)-1-Acryloyl-5-(methoxymethyl)pyrrolidin-3-yl)-3-((1-ethyl-4-fluoro-1H-benzo[d]imidazol-5-yl)ethynyl)-5-(methylamino)-1H-pyrazole-4-carboxamide